4-(2-((5-fluoro-7-methylquinolin-6-yl)amino)-7-methyl-8-oxo-7,8-dihydro-9H-purin-9-yl)tetrahydro-2H-pyran-4-carbonitrile FC1=C2C=CC=NC2=CC(=C1NC1=NC=C2N(C(N(C2=N1)C1(CCOCC1)C#N)=O)C)C